C(C)N(C1=CC2=C(C(N(N=C2C(C)C)CC(=O)O)=O)S1)C 2-[2-[ethyl(methyl)amino]-4-isopropyl-7-oxo-thieno[2,3-d]pyridazin-6-yl]acetic acid